2-ACETYLAMINO-2-HYDROXY-ACETIC ACID C(C)(=O)NC(C(=O)O)O